6-(hydroxymethyl)-4-methoxypyridine-3-carbonitrile OCC1=CC(=C(C=N1)C#N)OC